γ-Butyrolacton C1(CCCO1)=O